S1(C2=C(O[C@@]3(CN1)COCC3)N=CC=C2)(=O)=O (S)-2',3',4,5-tetrahydro-2H-spiro[furan-3,4'-pyrido[2,3-b][1,4,5]oxathiazepine]-1',1'-dioxide